C(COCCC(C(=O)O)(C)C1=CC(=C(C(=C1)C)O)C(C)(C)C)OCCC(C(=O)O)(C)C1=CC(=C(C(=C1)C)O)C(C)(C)C ethylenebis(oxyethylene)bis(3-tert-butyl-4-hydroxy-5-methylphenylpropionic acid)